FC=1C=C(C=CC1OCCOC)C(CCC(C)(C)C)=O 1-(3-fluoro-4-(2-methoxyethoxy)phenyl)-4,4-dimethylpentan-1-one